FC1=C(C=CC(=C1F)B1OC(C(O1)(C)C)(C)C)C=1C(=NN(C1)CC(=O)NC)C 2-[4-[2,3-difluoro-4-(4,4,5,5-tetramethyl-1,3,2-dioxaborolan-2-yl)phenyl]-3-methyl-pyrazol-1-yl]-N-methyl-acetamide